(3-Pentadecyl)Phenol CCC(CCCCCCCCCCCC)C1=C(C=CC=C1)O